C(C)OC(=C)C1=NC=CC(=N1)COC1=CC=C(C=C1)C(C)(C)C1=CC=C(OC[C@@H]2N(CCC2)C(=O)OC(C)(C)C)C=C1 tert-butyl (R)-2-((4-(2-(4-((2-(1-ethoxy vinyl)pyrimidin-4-yl)methoxy)phenyl)propan-2-yl)phenoxy)methyl)pyrrolidin-1-carboxylate